FC(C=1C=C(C(=C(C1)O)C1=CC=C2C(=N1)N=C(O2)N2CC1=C(N=CN=C1)CC2)C)F 5-(Difluoromethyl)-2-[2-(7,8-dihydro-5H-pyrido[4,3-d]pyrimidin-6-yl)oxazolo[4,5-b]pyridin-5-yl]-3-methyl-phenol